ClC=1C=C(C=C(C1)Cl)S(=O)(=O)NC=1C=C2C(N(C(C2=CC1)=O)C1C(NC(CC1)=O)=O)=O 3,5-dichloro-N-(2-(2,6-dioxopiperidin-3-yl)-1,3-dioxoisoindolin-5-yl)benzenesulfonamide